1-((7-((R)-3-cyclohexyl-2-methylpropionyl)-10-hydroxy-7-azaspiro[4.5]decan-10-yl)methyl)-4-(2-(hydroxymethyl)phenyl)-N,N-dimethyl-6-oxo-1,6-dihydropyridine-3-carboxamide C1(CCCCC1)C[C@H](C(=O)N1CC2(CCCC2)C(CC1)(O)CN1C=C(C(=CC1=O)C1=C(C=CC=C1)CO)C(=O)N(C)C)C